C1(=CC=CC=C1)C(=O)N1C(C[C@@]2(C(N3[C@H](O2)CC[C@H]3C3=CC(=CC=C3)F)=O)CC1)C (4R,5'S,7a'R)-1-(benzenecarbonyl)-5'-(3-fluorophenyl)-2-methyltetrahydro-3'H-spiro[piperidine-4,2'-pyrrolo[2,1-b]-[1,3]oxazol]-3'-one